FC1=C(C=C(C=C1)NC(=O)[C@@H]1[C@@H](C2CCC1C2=C(C)C)NC(=O)C2=C(N=NC(=C2)OC)OC)C(F)(F)F N-[(2R,3S)-3-{[4-fluoro-3-(trifluoromethyl)phenyl]carbamoyl}-7-(propan-2-ylidene)bicyclo[2.2.1]heptan-2-yl]-3,6-dimethoxy-pyridazine-4-carboxamide